C(C)OC(CN1N=C(C(C1=O)(C)NO)C1=CC=C(C=C1)S(=O)(=O)C)=O [4-(hydroxyamino)-3-(4-methanesulfonylphenyl)-4-methyl-5-oxo-4,5-dihydro-1H-pyrazol-1-yl]acetic acid ethyl ester